(E)-3-(3-((5-Methoxy-1H-indol-1-yl)sulfonyl)phenyl)acrylic acid COC=1C=C2C=CN(C2=CC1)S(=O)(=O)C=1C=C(C=CC1)/C=C/C(=O)O